O=CCC1CC(C1)NC(O)=O.C(=C\C1=CC=CC=C1)/[C@@H]1[C@@H](C1)C1=CC=C(C=C1)C(F)(F)F 1-((1R,2R)-2-((E)-styryl)cyclopropyl)-4-(trifluoromethyl)benzene [3-(2-oxoethyl)cyclobutyl]carbamate